tert-butyl (3-(trans-3-(4-(6-chloropyridin-2-yl)-1H-pyrazol-1-yl)cyclobutyl)propyl)carbamate ClC1=CC=CC(=N1)C=1C=NN(C1)[C@@H]1C[C@H](C1)CCCNC(OC(C)(C)C)=O